COC=1C=CC=2N(C1)C=C(N2)B(O)O (6-Methoxyimidazo[1,2-a]pyridin-2-yl)boronic acid